FC=1C=C(SC1C(C)(C)O)S(=O)(N)=NC(NC1=C2C(=NC3=C1CCC3)[C@@H](CC2)C)=O 4-Fluoro-5-(2-hydroxypropan-2-yl)-N'-(((R)-3-methyl-1,2,3,5,6,7-hexahydrodicyclopenta[b,e]pyridin-8-yl)carbamoyl)thiophene-2-sulfonimidamide